C1(CC1)C1=NN=C(O1)[C@H](C)N1C(C=2N([C@@H](C1)C)N=C1C2CN([C@@H](C1)C)C(C1=CC(=C(C=C1)Cl)Cl)=O)=O |o1:8| (3R,7R)-9-((S*)-1-(5-cyclopropyl-1,3,4-oxadiazol-2-yl)ethyl)-2-(3,4-dichlorobenzoyl)-3,7-dimethyl-1,2,3,4,8,9-hexahydropyrido[4',3':3,4]pyrazolo[1,5-a]pyrazin-10(7H)-one